2-Trideuteromethyl-1-(pyrimidin-2-yl)indole [2H]C(C=1N(C2=CC=CC=C2C1)C1=NC=CC=N1)([2H])[2H]